ethylenediamine gallium [Ga].C(CN)N